butyl (endo)-5-(8-(2-cyanoethyl)-2-ethyl-6-fluoro-7-(3-(methoxymethoxy)naphthalen-1-yl)-4-(methylsulfinyl)-1H-imidazo[4,5-c]quinolin-1-yl)-2-azabicyclo[2.1.1]hexane-2-carboxylate C(#N)CCC1=CC=2C3=C(C(=NC2C(=C1C1=CC(=CC2=CC=CC=C12)OCOC)F)S(=O)C)N=C(N3C3C1CN(C3C1)C(=O)OCCCC)CC